O=C1N(C(C=C1)=O)CCOCCOCCNC(=O)C(C1=CC=C(C=C1)N(C(O[C@H]1\C=C\CCCCC1)=O)C)O (1R,2E)-Cyclooct-2-en-1-yl N-(4-{[(2-{2-[2-(2,5-dioxo-2,5-dihydro-1H-pyrrol-1-yl)ethoxy]ethoxy}ethyl)carbamoyl] (hydroxy)methyl}phenyl)-N-methylcarbamate